methyl 4-(((2S)-2-((tert-butoxycarbonyl)amino)-1-cyano-3-(1H-indol-3-yl)propyl)amino)-benzoate C(C)(C)(C)OC(=O)N[C@H](C(C#N)NC1=CC=C(C(=O)OC)C=C1)CC1=CNC2=CC=CC=C12